tert-butyl 2-(2-((5-carbamoyl-2-chloropyrimidin-4-yl) oxy) pyridin-4-yl)-4-oxo-1,4,6,7-tetrahydro-5H-pyrrolo[3,2-c]pyridine-5-carboxylate C(N)(=O)C=1C(=NC(=NC1)Cl)OC1=NC=CC(=C1)C1=CC=2C(N(CCC2N1)C(=O)OC(C)(C)C)=O